FOC=1C(OF)=C(C(=C(C1C1=CC=CC=C1)F)F)F pentafluorophenyl-catechol